cis-tert-butyl (3-fluoropiperidin-4-yl)carbamate F[C@@H]1CNCC[C@@H]1NC(OC(C)(C)C)=O